NC([C@H](C[C@H]1C(NCC1)=O)NC(=O)[C@H]1N(NCCC1)C(\C=C\C1=C(C=C(C=C1)Cl)F)=O)=O (S)-N-((S)-1-amino-1-oxo-3-((S)-2-oxopyrrolidin-3-yl)propan-2-yl)-2-((E)-3-(4-chloro-2-fluorophenyl)acryloyl)hexahydropyridazine-3-carboxamide